FC(C=1C=CC(=NC1)OC[C@H](C)NC1=NC=NC(=C1Cl)C(F)F)(F)F (S)-N-(1-((5-trifluoromethylpyridin-2-yl)oxy)propan-2-yl)-5-chloro-6-difluoromethylpyrimidin-4-amine